C(C)(C)(C)OC(=O)N1N=C(C=C1)B1OC(C(O1)(C)C)(C)C.BrC1=CC(=CC(=C1)SC)OC1CC1 1-bromo-3-cyclopropoxy-5-(methylsulfanyl)benzene tert-butyl-3-(4,4,5,5-tetramethyl-1,3,2-dioxaborolan-2-yl)-1H-pyrazole-1-carboxylate